4-tert-butyl-catechol C(C)(C)(C)C=1C=C(C(O)=CC1)O